C(C(C)C)[C@@H]1N(C[C@@H]2N(C1=O)[C@H](C(N(C2)CCC2=CC=CC=C2)=O)CC(C)C)CCCC(C)C (3S,6S,9aS)-3,6-diisobutyl-2-(4-methylpentyl)-8-phenethylhexahydro-5H-pyrazino[1,2-a]pyrazine-4,7(6H)-dione